(S)-tert-butyl ((5-chloroisochroman-1-yl)methyl)(methyl)carbamate ClC1=C2CCO[C@@H](C2=CC=C1)CN(C(OC(C)(C)C)=O)C